3-ethyl-3-[(2-ethylhexyloxymethyl)]oxetane C(C)C1(COC1)COCC(CCCC)CC